CN1N=C(C2=CC=C(C=C12)C1CCNCC1)N1C(NC(CC1)=O)=O 1-(1-methyl-6-(piperidin-4-yl)-1H-indazol-3-yl)dihydropyrimidine-2,4(1H,3H)-dione